NC1=NC(=C2C(=N1)N(N=C2)CC2=C(C=C(C=C2)N)F)C=2C=C(C(=O)O)C=CN2 2-(6-amino-1-(4-amino-2-fluorobenzyl)-1H-pyrazolo[3,4-d]pyrimidin-4-yl)isonicotinic acid